(±)-Trans-isopropyl 3-(4-(4-(((cyclopentyl(methyl)carbamoyl)oxy)methyl)-3-methylisoxazol-5-yl)phenoxy)-1-fluorocyclohexanecarboxylate C1(CCCC1)N(C(=O)OCC=1C(=NOC1C1=CC=C(O[C@@H]2C[C@@](CCC2)(C(=O)OC(C)C)F)C=C1)C)C |r|